O=C1NC(CCC1N1C(C2=CC=CC(=C2C1)NCCCCCOC=1C=C(C=CC1)CC(=O)O)=O)=O 2-{3-[(5-{[2-(2,6-dioxopiperidin-3-yl)-1-oxo-2,3-dihydro-1H-isoindol-4-yl]amino}pentyl)oxy]phenyl}acetic acid